NC1=CNC=2N=C(N=C(C21)C2=C(C=CC(=C2)F)Cl)NC(C(C)(C)C)=O N-(5-amino-4-(2-chloro-5-fluorophenyl)-7H-pyrrolo[2,3-d]pyrimidin-2-yl)pivalamide